N[C@H](C(=O)N1[C@@H]([C@H]2C([C@H]2C1)(C)C)C(=O)NNC[C@H]1C(NCCC1)=O)[C@H](CC)C (1R,2S,5S)-3-[(2S,3S)-2-amino-3-methyl-pentanoyl]-6,6-dimethyl-N'-[[(3S)-2-oxo-3-piperidyl]methyl]-3-azabicyclo[3.1.0]hexane-2-carbohydrazide